NC(CC1CC(OC1)CNC(=O)[C@H]1N(C[C@@H](C1)O)C([C@H](C(C)(C)C)N1N=NC(=C1)C1CC1)=O)=O (2S,4r)-N-[[4-(2-amino-2-oxo-ethyl)tetrahydrofuran-2-yl]methyl]-1-[(2S)-2-(4-cyclopropyltriazol-1-yl)-3,3-dimethyl-butyryl]-4-hydroxy-pyrrolidine-2-carboxamide